4-benzoyl-5-(2,3-dimethoxyphenyl)-3-hydroxy-1-[3-(4-morpholinyl)propyl]-1,5-dihydro-2H-pyrrol-2-one C(C1=CC=CC=C1)(=O)C1=C(C(N(C1C1=C(C(=CC=C1)OC)OC)CCCN1CCOCC1)=O)O